C(C)(C)(C)OC(=O)NC(C(=O)O)CCN(CCCCC1=NC=2NCCCC2C=C1)CCCC1=CC=CC=C1 2-(tert-butoxycarbonylamino)-4-[3-phenylpropyl-[4-(5,6,7,8-tetrahydro-1,8-naphthyridin-2-yl)butyl]amino]butanoic acid